(7-(1-(benzo[d][1,3]dioxin-4-ylmethyl)-1H-1,2,3-triazol-4-yl)-3H-imidazo[4,5-b]pyridin-5-yl)-2-methylbenzonitrile O1COC(C2=C1C=CC=C2)CN2N=NC(=C2)C2=C1C(=NC(=C2)C=2C(=C(C#N)C=CC2)C)NC=N1